CC1C=2N(CCN1C(=O)OC(C)(C)C)N=C(C2C2=C1C(=NC=C2)NC=C1)C1=CC=C(C=C1)C(F)(F)F tert-butyl 4-methyl-3-(1H-pyrrolo[2,3-b]pyridin-4-yl)-2-[4-(trifluoromethyl)phenyl]-6,7-dihydropyrazolo[1,5-a]pyrazine-5(4H)-carboxylate